4-[4-(2-aminoethyl)phenyl]-3-(2-methyl-6-morpholin-4-ylpyrimidin-4-yl)oxybenzonitrile NCCC1=CC=C(C=C1)C1=C(C=C(C#N)C=C1)OC1=NC(=NC(=C1)N1CCOCC1)C